4-[1-(bromomethyl)cyclopropyl]-1-methoxy-2-nitrobenzene BrCC1(CC1)C1=CC(=C(C=C1)OC)[N+](=O)[O-]